(S)-6-((5-fluoropyridin-2-yl)amino)-4-((4-methoxy-5-(2,2,2-trifluoro-1-hydroxyethyl)pyrazolo[1,5-a]pyridin-3-yl)amino)-N-(methyl-d3)nicotinamide FC=1C=CC(=NC1)NC1=NC=C(C(=O)NC([2H])([2H])[2H])C(=C1)NC=1C=NN2C1C(=C(C=C2)[C@@H](C(F)(F)F)O)OC